1-(3-((t-Butyldimethylsilyl)oxy)phenyl)ethanone [Si](C)(C)(C(C)(C)C)OC=1C=C(C=CC1)C(C)=O